4-{1-sec-butyl-7-[((R)-cyclopropyl-quinolin-3-yl-methyl)-amino]-1H-pyrazolo[4,3-d]pyrimidin-5-yl}-N'-cyanopiperazine-1-carboxamidine C(C)(CC)N1N=CC=2N=C(N=C(C21)N[C@@H](C=2C=NC1=CC=CC=C1C2)C2CC2)N2CCN(CC2)C(=NC#N)N